tert-butyl 5-bromo-2-(chloromethyl)-1H-indole-1-carboxylate BrC=1C=C2C=C(N(C2=CC1)C(=O)OC(C)(C)C)CCl